4-((3-chloro-1-(2,2-difluoroethyl)-1H-pyrazol-4-yl)methyl)-1-methyl-1H-pyrazol ClC1=NN(C=C1CC=1C=NN(C1)C)CC(F)F